F[C@H]1C[C@H](N(C1)N=O)C(=O)O (2S,4S)-4-fluoro-1-nitrosopyrrolidine-2-carboxylic acid